CC1(O[C@H]2[C@@H](O1)[C@@H](C[C@@H]2C(C#N)(C2=CC=C(C=C2)F)F)N2C=CC1=C2N=CN=C1C)C 2-((3aR,4S,6R,6aS)-2,2-dimethyl-6-(4-methyl-7H-pyrrolo[2,3-d]pyrimidin-7-yl)tetrahydro-4H-cyclopenta[d][1,3]dioxol-4-yl)-2-fluoro-2-(4-fluorophenyl)acetonitrile